C(CCC)C(C=CCCC(=O)OCC)CCCCCC ethyl 6-butyldodec-4-enoate